hexamethylenediamide [NH-]CCCCCC[NH-]